10-fluoro-3-((E)-4-fluorobut-2-enoyl)-2-methyl-2,3,4,4a,6,7-hexahydro-8-oxa-3,5a,9,13c-Tetrazanaphtho[3,2,1-de]anthracene-5(1H)-one FC1=CC=CC2=C3C=4N(CCOC4N=C12)C(C1CN(C(CN13)C)C(\C=C\CF)=O)=O